C(C)(=O)N[C@H]1[C@H](O[C@@H]([C@@H]([C@@H]1OCC1=CC=CC=C1)OCC1=CC=CC=C1)COCC1=CC=CC=C1)C#CC#CCOCCOCCN(C(OCC1=CC=CC=C1)=O)C benzyl (2-(2-((5-((2R,3S,4R,5R,6R)-3-acetamido-4,5-bis(benzyloxy)-6-((benzyloxy)methyl)tetrahydro-2H-pyran-2-yl)penta-2,4-diyn-1-yl)oxy)ethoxy)ethyl)(methyl)carbamate